N-(2-((1S,3R)-3-((5-Cyanopyrimidin-2-yl)amino)cyclohexyl)-1-methyl-1H-benzo[d]imidazol-5-yl)acrylamide C(#N)C=1C=NC(=NC1)N[C@H]1C[C@H](CCC1)C1=NC2=C(N1C)C=CC(=C2)NC(C=C)=O